[Br].C(CCC)N1CN(C=C1)C 1-butyl-3-methylimidazole bromine salt